(8R,9aS)-8-(2,3-dichloro-6-hydroxyphenyl)-2-[(2S)-2-hydroxy-3-methoxypropanoyl]-hexahydro-1H-pyrido[1,2-a]pyrazin-4-one ClC1=C(C(=CC=C1Cl)O)[C@H]1C[C@@H]2N(C(CN(C2)C([C@H](COC)O)=O)=O)CC1